ClC=1C=NN(C1CN1CC2(CN(C2)C(=O)OC2CCC(CC2)(F)F)C1)C 4,4-difluorocyclohexyl 6-((4-chloro-1-methylpyrazol-5-yl)methyl)-2,6-diazaspiro[3.3]heptane-2-carboxylate